C(CCC)C=1NC=2N(C(C1)=O)N=C(N2)NCC2=C(C=C(C=C2)Cl)Cl 5-butyl-2-[(2,4-dichlorophenyl)methylamino]-4H-[1,2,4]triazolo[1,5-a]pyrimidin-7-one